FC1(CN(CC[C@H]1NC1=NN2C(C(=N1)OC)=C(C(=C2)F)C=2C=CC1=C(N(N=N1)CCF)C2)C(C([2H])([2H])[2H])=O)F (R)-1-(3,3-difluoro-4-((6-fluoro-5-(1-(2-fluoroethyl)-1H-benzo[d][1,2,3]triazol-6-yl)-4-methoxypyrrolo[2,1-f][1,2,4]triazin-2-yl)amino)piperidin-1-yl)ethan-1-one-2,2,2-d3